(R)-N-(1-(1-(3-chlorobenzoyl)-2,3-dihydro-1H-indol-5-yl)ethyl)-4-fluorobenzamide ClC=1C=C(C(=O)N2CCC3=CC(=CC=C23)[C@@H](C)NC(C2=CC=C(C=C2)F)=O)C=CC1